4-(3,4-dichlorophenyl)but-3-yn-2-amine ClC=1C=C(C=CC1Cl)C#CC(C)N